FC1=C(C=CC(=C1)OC)C/C=C/Br (E)-3-(2-fluoro-4-methoxyphenyl)-propenyl bromide